OC=1C(OCC1O)CC(O)OC(C(=C)C)=O (methyl)acrylic acid 2-(3,4-dihydroxy-2,5-dihydrofuryl)-1-hydroxyethyl ester